8-chloro-7-iodo-2-methylimidazo[1,2-a]pyridine ClC=1C=2N(C=CC1I)C=C(N2)C